BrC1=C(C=C2C(=NC(=NC2=C1F)Cl)N1[C@H](COCC1)C)Cl (S)-4-(7-bromo-2,6-dichloro-8-fluoroquinazolin-4-yl)-3-methyl-morpholine